(3R)-1-(5-(4-cyclopropyl-3-fluorophenyl)-2,3-dihydro-1H-inden-1-yl)-pyrrolidine-3-carboxylic acid C1(CC1)C1=C(C=C(C=C1)C=1C=C2CCC(C2=CC1)N1C[C@@H](CC1)C(=O)O)F